COC1=CC=C(C=C1)C=1C=C2C=CC(=NC2=CC1)SCC(OC)OC 6-p-methoxyphenyl-2-(2,2-dimethoxyethylthio)quinoline